C(C)NC(=O)N1[C@H]([C@]2(COC(C(N2)=O)F)CCC1)CO[C@@H]1CC[C@@H](CC1)C1=CC=CC=C1 |o1:6,7| rel-(6S,7R)-N-ethyl-3-fluoro-2-oxo-7-({[(CIS)-4-phenylcyclohexyl]oxy}methyl)-4-oxa-1,8-diazaspiro[5.5]undecane-8-carboxamide